2-((2,5-dimethylbenzo[d]thiazol-6-yl)amino)-5-methyl-8-(tetrahydro-2H-pyran-4-yl)-7,8-Dihydropteridin-6(5H)-one CC=1SC2=C(N1)C=C(C(=C2)NC2=NC=1N(CC(N(C1C=N2)C)=O)C2CCOCC2)C